OC[C@H]1N(CCC1)C=1N=C(C2=C(N1)C(N(C2)C(C)C)=O)NC=2N=CN(C2)C2=CC(=C(C(=C2)OC)OC)OC (S)-2-(2-(hydroxymethyl)pyrrolidin-1-yl)-6-isopropyl-4-((1-(3,4,5-trimethoxyphenyl)-1H-imidazol-4-yl)amino)-5H-pyrrolo[3,4-d]pyrimidin-7(6H)-one